C1(CC1)C(=O)N1C(CCC1)C#CC1=CC=CC2=C1COCCN2C2=NC(N(C1=CC=CC(=C21)F)C([2H])([2H])[2H])=O 4-[6-[2-[1-(cyclopropanecarbonyl)pyrrolidin-2-yl]ethynyl]-3,5-dihydro-2H-4,1-benzoxazepin-1-yl]-5-fluoro-1-(trideuteriomethyl)quinazolin-2-one